(8-amino-2-((2,6-difluorophenyl)(hydroxy)methyl)-5-(oxazol-5-yl)-[1,2,4]triazolo[1,5-a]pyrazin-6-yl)benzonitrile NC=1C=2N(C(=C(N1)C1=C(C#N)C=CC=C1)C1=CN=CO1)N=C(N2)C(O)C2=C(C=CC=C2F)F